2-[(6-{[(5,6-dichloro-1-naphthyl)oxy]methyl}-2-fluoropyridin-3-yl)oxy]-N-methoxyethylamine ClC1=C2C=CC=C(C2=CC=C1Cl)OCC1=CC=C(C(=N1)F)OCCNOC